butyl (1S,3R)-3-[[tert-butyl(dimethyl)silyl]oxymethyl]-5-(1-hydroxy-1-methyl-ethyl)-1-methyl-3,4-dihydro-1H-isoquinoline-2-carboxylate [Si](C)(C)(C(C)(C)C)OC[C@@H]1N([C@H](C2=CC=CC(=C2C1)C(C)(C)O)C)C(=O)OCCCC